3-(3-(3-(piperazin-1-yl)propyl)bicyclo[1.1.1]pent-1-yl)urea N1(CCNCC1)CCCC12CC(C1)(C2)NC(N)=O